FC1=CC(=C(C=C1)N1C(N(C(C2=CC=C(C=C12)C(F)(F)F)=O)C1=CNC(C=C1)=O)=O)C 1-(4-fluoro-2-methylphenyl)-3-(6-oxo-1,6-dihydropyridin-3-yl)-7-(trifluoromethyl)quinazoline-2,4(1H,3H)-dione